5-[4-(2-Methyl-1,3-thiazol-5-yl)-3-(trifluoromethyl)phenyl]-3,6-dihydro-2H-1,3,4-oxadiazin-2-one CC=1SC(=CN1)C1=C(C=C(C=C1)C1=NNC(OC1)=O)C(F)(F)F